methyl 2'-fluoro-5'-methoxy-2-(2-methyl-1-(prop-2-yn-1-yloxy) propan-2-yl)-[1,1'-biphenyl]-4-carboxylate FC1=C(C=C(C=C1)OC)C1=C(C=C(C=C1)C(=O)OC)C(COCC#C)(C)C